N-[(6-Amino-2-pyridyl)sulfonyl]-2-(3-ethyl-1-piperidyl)-6-(6-isopropoxy-3-pyridyl)pyridin-3-carboxamid NC1=CC=CC(=N1)S(=O)(=O)NC(=O)C=1C(=NC(=CC1)C=1C=NC(=CC1)OC(C)C)N1CC(CCC1)CC